N1[C@@H](COC1)C(=O)O 4-oxaproline